tert-butyl 4-(4-methylsulfonyloxycyclohexoxy)piperidine-1-carboxylate CS(=O)(=O)OC1CCC(CC1)OC1CCN(CC1)C(=O)OC(C)(C)C